2-[(2-{2-[(5-aminopentylcarbamoyl)methoxy]ethoxy}ethylcarbamoyl)-1-carboxy-propylcarbamoyl]heptadecanoic acid NCCCCCNC(=O)COCCOCCNC(=O)N(C(=O)C(C(=O)O)CCCCCCCCCCCCCCC)C(CC)C(=O)O